2-((7-(2-carboxyethyl)-4,10-bis(carboxymethyl)-1,4,7,10-tetraazacyclododec-1-yl)methyl)pyridine 1-oxide C(=O)(O)CCN1CCN(CCN(CCN(CC1)CC(=O)O)CC1=[N+](C=CC=C1)[O-])CC(=O)O